C(C)C=1C=CC=C2C=CC=C(C12)N1CC=2N=C(N=C(C2CC1)N1CCC(CC(C1)S(=O)(=O)C)O)OCC12CCCN2CCC1 1-(7-(8-ethylnaphthalen-1-yl)-2-((tetrahydro-1H-pyrrolizin-7a(5H)-yl)methoxy)-5,6,7,8-tetrahydropyrido[3,4-d]pyrimidin-4-yl)-6-(methylsulfonyl)azepan-4-ol